Methyl 4-(allyloxy)-3,5-dihydroxybenzoate C(C=C)OC1=C(C=C(C(=O)OC)C=C1O)O